C(C1=CC=CC=C1)(=O)N1C(N(C=CC1=O)[C@H]1[C@@H]([C@@H]([C@H](O1)/C=C/P(OC)(OC)=O)O[Si](C)(C)C(C)(C)C)CC#N)=O dimethyl ((E)-2-((2R,3S,4R,5R)-5-(3-benzoyl-2,4-dioxo-3,4-dihydropyrimidin-1(2H)-yl)-3-((tert-butyldimethylsilyl)oxy)-4-(cyanomethyl)tetrahydrofuran-2-yl)vinyl)phosphonate